2-fluoro-3-methoxyphenyl-boric acid FC1=C(C=CC=C1OC)OB(O)O